(S)-3-Fluoro-2-((R)-3-methylmorpholin-4-yl)-9-(2-oxo-2-thiazol-2-yl-ethyl)-8-trifluoromethyl-6,7,8,9-tetrahydro-pyrimido[1,2-a]-pyrimidin-4-one FC1=C(N=C2N(C1=O)CC[C@H](N2CC(C=2SC=CN2)=O)C(F)(F)F)N2[C@@H](COCC2)C